Cl.COC1=CC=C2C(=N1)C(C1(CCNCC1)C2)N 2-methoxy-5,7-dihydro-spiro[cyclopenta[B]pyridin-6,4'-piperidin]-7-amine hydrochloride